FCC(C(=O)O)C1=CC=CC=C1 3-fluoro-2-phenylpropionic acid